FC(OC1=C(C=C(C=C1)C1C[C@@H](N(C1)C(C)=O)CO)OC(C)C)F ((2R)-4-(4-(difluoromethoxy)-3-isopropoxyphenyl)-2-(hydroxymethyl)pyrrolidin-1-yl)ethanone